((1R,4R)-4-(4-(((R)-1-(3-amino-5-(trifluoromethyl)phenyl)ethyl)amino)-7-methoxy-2-methylquinazoline-6-yl)cyclohexyl)(4-(((piperidin-4-yl-2,2,6,6-d4)oxy)methyl)piperidin-1-yl)methanone NC=1C=C(C=C(C1)C(F)(F)F)[C@@H](C)NC1=NC(=NC2=CC(=C(C=C12)C1CCC(CC1)C(=O)N1CCC(CC1)COC1CC(NC(C1)([2H])[2H])([2H])[2H])OC)C